ClC1=CC=CC=2N1N=C(C2C(=O)NC2=C(C(=C(C(=C2F)F)C2=CC=CC=C2)F)F)O 7-Chloro-2-hydroxy-N-(2,3,5,6-tetrafluoro-[1,1'-biphenyl]-4-yl)pyrazolo[1,5-a]pyridine-3-carboxamide